{1,3-dimethyl-5H,6H,7H,8H-imidazo[1,5-a]pyrazine-7-carbonyl}-6-methyl-N-(1-methylcyclopropyl)furo[2,3-d]pyrimidin-4-amine CC=1N=C(N2C1CN(CC2)C(=O)C=2N=C(C1=C(N2)OC(=C1)C)NC1(CC1)C)C